(R)-N-((R)-2-(Difluoromethoxy)-1-(3-(difluoromethoxy)phenyl)ethyl)-3-hydroxy-3,4-dimethylpentanamid FC(OC[C@@H](C1=CC(=CC=C1)OC(F)F)NC(C[C@@](C(C)C)(C)O)=O)F